C(C1=CC=CC=C1)N1C(C2=CC(=C(C=C2CC1)Br)OC)=O 2-benzyl-6-bromo-7-methoxy-3,4-dihydroisoquinolin-1(2H)-one